2-Hydroxy-4-methyl-N-(5-nitrothiazol-2-yl)benzamide OC1=C(C(=O)NC=2SC(=CN2)[N+](=O)[O-])C=CC(=C1)C